(5,5-difluoro-1-(4-(3-(6-methoxypyridin-3-yl)-1H-pyrrolo[2,3-b]pyridin-5-yl)benzyl)piperidin-3-yl)methanol FC1(CC(CN(C1)CC1=CC=C(C=C1)C=1C=C2C(=NC1)NC=C2C=2C=NC(=CC2)OC)CO)F